C(C=C)(=O)N1C(CN(CC1)C1=NC(=NC=2CC(CCC12)N1CCCC2=CC(=CC=C12)OC)OCC1N(CCC1)C(C)C)CC#N 2-(1-acryloyl-4-(2-((1-isopropylpyrrolidin-2-yl)methoxy)-7-(6-methoxy-3,4-dihydroquinolin-1(2H)-yl)-5,6,7,8-tetrahydroquinazolin-4-yl)piperazin-2-yl)acetonitrile